C(C)N(CC)CC.N(=[N+]=[N-])CCCCOCC(CSSCCCOC(CCC(=O)O)=O)(C)COC(C1=CC=CC=C1)(C1=CC=C(C=C1)OC)C1=CC=C(C=C1)OC 4-(3-((3-(4-Azidobutoxy)-2-((bis(4-methoxyphenyl)(phenyl)methoxy)methyl)-2-methylpropyl)disulfanyl)propoxy)-4-oxobutanoic acid triethylamine salt